COC([C@H](CCCCCCCC1=NC=2NCCCC2C=C1)NC(=O)N1[C@@H](CN(C[C@@H]1C)C(=O)OC(C)(C)C)C)=O tert-butyl (3R,5S)-4-(((S)-1-methoxy-1-oxo-9-(5,6,7,8-tetrahydro-1,8-naphthyridin-2-yl)nonan-2-yl)carbamoyl)-3,5-dimethylpiperazine-1-carboxylate